arachidyl-ethyldiethylamine C(CCCCCCCCCCCCCCCCCCC)C(C)N(CC)CC